C(C)OC=1C=C(C=O)C=CC1OCCC=CCCC1=CC=CC=C1 3-ethoxy-4-((6-Phenylhex-3-en-1-yl)oxy)benzaldehyde